3-(2-(3,5-difluorophenoxy)pyridin-3-yl)-6-methyl-1-tosyl-1,6-dihydro-7H-pyrrolo[2,3-c]pyridin-7-one FC=1C=C(OC2=NC=CC=C2C2=CN(C=3C(N(C=CC32)C)=O)S(=O)(=O)C3=CC=C(C)C=C3)C=C(C1)F